O[C@H](CN(CCCCCNC(OC(C)(C)C)=O)C(CC=1C=NC(=CC1)C(F)(F)F)=O)C=1C=NC=CC1 tert-butyl N-[5-[[(2S)-2-hydroxy-2-(3-pyridyl)ethyl]-[2-[6-(trifluoromethyl)-3-pyridyl]acetyl]amino]pentyl]carbamate